NC=1C2=C(N=CN1)N(C=C2Br)[C@@H]2O[C@@H]([C@H]([C@H]2O)O)\C=C\CC2CNC2 (2R,3R,4S,5R)-2-{4-amino-5-bromo-7H-pyrrolo[2,3-d]pyrimidin-7-yl}-5-[(1E)-3-(azetidin-3-yl)prop-1-en-1-yl]oxolane-3,4-diol